4-chloro-N'-hydroxy-3-methyl-benzamidine ClC1=C(C=C(C(=NO)N)C=C1)C